C(C)(C)(C)OC(=O)N1CCC(CC1)N1C=C(C=2C1=NC=C(C2)C=2C(=NOC2C)C)C2=CC(=C(C(=O)O)C=C2OCC)F 4-(1-(1-(tert-butoxycarbonyl)piperidin-4-yl)-5-(3,5-dimethylisoxazol-4-yl)-1H-pyrrolo[2,3-b]pyridin-3-yl)-5-ethoxy-2-fluorobenzoic acid